N1C=NC=2C1=C(N=NC2)N imidazo[4,5-d]pyridazin-7-amine